C(=O)(O)C1=C(C=C(C=C1)C(C)(C)C1=CC(=C(C=C1)C(=O)O)C(C)C)C(C)C 2,2-bis(4-carboxy-3-isopropylphenyl)propane